C(#N)[C@H](CC)NC(OCC1=CC=CC=C1)=O Benzyl (S)-(1-cyanopropyl)carbamate